trimesic acid tri(tert.butyl amide) C(C)(C)(C)NC(C1=CC(C(=O)NC(C)(C)C)=CC(C(=O)NC(C)(C)C)=C1)=O